C(=O)(O)CCC(=O)C1=CC2=C(S1)C=C(C(=C2F)OCCCOC=2C=C1CN(CC1=CC2OC)C(CCC(=O)O)=O)OC 4-(5-(3-((2-(3-carboxypropanoyl)-4-fluoro-6-methoxybenzo[b]thiophen-5-yl)oxy)propoxy)-6-methoxyisoindolin-2-yl)-4-oxobutanoic acid